7-aminoenanthoic acid NCCCCCCC(=O)O